FC=1C(=NC(=NC1)NC=1C(=NN(C1)C)OC)C1=CNC2=C(C=CC=C12)NC(=O)[C@H]1N(CCC1)S(=O)(=O)CC (S)-N-(3-(5-fluoro-2-((3-methoxy-1-meth-yl-1H-pyrazol-4-yl)amino)pyrimidin-4-yl)-1H-indol-7-yl)-1-(ethanesulfonyl)pyrrolidine-2-carboxamide